CNC=1SC=C(N1)C(=O)OCC ethyl 2-(methylamino)-1,3-thiazole-4-carboxylate